(1R,3S,4S)-2-(Toluene-4-sulfonyl)-2-azabicyclo[2.2.1]heptane-3-carboxylic acid benzooxazol-5-ylmethyl-(4,4-dimethyl-cyclohexyl)-amide O1C=NC2=C1C=CC(=C2)CN(C(=O)[C@H]2N([C@@H]1CC[C@H]2C1)S(=O)(=O)C1=CC=C(C)C=C1)C1CCC(CC1)(C)C